COC(C1=C(C=C(C=C1)C)C1CCC1)=O cyclobutyl-4-methylbenzoic acid methyl ester